ClC1=CC=C(C=C1)[C@]1(N(C(C2=CC(=CC=C12)C(=C)C)=O)[C@@H](C)C1=CC=C(C=C1)Cl)OCC(=C)CO (S)-3-(4-chlorophenyl)-2-((S)-1-(4-chlorophenyl)ethyl)-3-((2-(hydroxymethyl)allyl)oxy)-6-(prop-1-en-2-yl)isoindolin-1-one